CC1=C(OC=2CCC3=CN(N=C3C21)CC=2C(=NC=CC2)C)C(=O)O 8-Methyl-2-[(2-methylpyridin-3-yl)methyl]-4,5-dihydro-2H-furo[2,3-g]indazole-7-carboxylic acid